FC(C=1C=CC(=NC1)OC1CN(CCC1)C1=NC=NC(=C1Cl)CC)(F)F 4-(3-((5-trifluoromethylpyridin-2-yl)oxy)piperidin-1-yl)-5-chloro-6-ethylpyrimidine